ClC=1C=C2C(C(=COC2=CC1)C=O)=O 6-CHLORO-3-FORMYLCHROMONE